N1=NN(C2=NC=CC=C21)OCCCOC2=CC=C(C=C2)C=2SC(=CN2)CNC(=O)C2=CC1=C(S(C3=C(C(N1)=O)C=CC=C3)(=O)=O)C=C2 N-((2-(4-(3-((3H-[1,2,3]triazolo[4,5-b]pyridin-3-yl)oxy)propoxy)phenyl)thiazol-5-yl)methyl)-11-oxo-10,11-dihydrodibenzo[b,f][1,4]thiazepine-8-carboxamide 5,5-dioxide